((1-ethyl-2-oxo-1,2-dihydrobenzo[cd]indole-6-sulfonamido)methyl)cyclopentanecarboxylic acid C(C)N1C(C2=C3C(C(=CC=C13)S(=O)(=O)NCC1(CCCC1)C(=O)O)=CC=C2)=O